1-(7-((5-(pyrazolo[1,5-a]pyridin-5-yl)-7H-pyrrolo[2,3-d]pyrimidin-2-yl)amino)-2-azaspiro[3.5]nonan-2-yl)ethan-1-one N1=CC=C2N1C=CC(=C2)C2=CNC=1N=C(N=CC12)NC1CCC2(CN(C2)C(C)=O)CC1